{9-[(2-benzyl-phenyl)methyl]-5-carbamoyl-carbazol-4-yl}oxyacetic acid C(C1=CC=CC=C1)C1=C(C=CC=C1)CN1C2=CC=CC(=C2C=2C(=CC=CC12)OCC(=O)O)C(N)=O